N-(4-methyl-3-(7-methyl-2-((6-methylpyridin-3-yl)amino)-8-oxo-7,8-dihydropyrido[3,4-d]pyrimidin-6-yl)phenyl)-3-(4-methylpiperazin-1-yl)-5-(trifluoromethyl)benzamide CC1=C(C=C(C=C1)NC(C1=CC(=CC(=C1)C(F)(F)F)N1CCN(CC1)C)=O)C1=CC2=C(N=C(N=C2)NC=2C=NC(=CC2)C)C(N1C)=O